P1C=C1.[Mg] magnesium phosphirine